2-(4-fluorophenyl)imidazole FC1=CC=C(C=C1)C=1NC=CN1